FC=1C=C2C(=NNC(C2=CC1F)=O)C(C)NC 6,7-difluoro-4-[1-(methylamino)ethyl]-2H-phthalazin-1-one